NC=1C=2N(C3=CC(=CC=C3N1)C(=O)N1C(COCC1C)C=1C=CC3=C(N=CS3)C1)C=NC2 (4-aminoimidazo[1,5-a]quinoxalin-8-yl)(3-(benzo[d]thiazol-5-yl)-5-methylmorpholino)methanone